oxetanyl-propane O1C(CC1)CCC